C(CCCCC)C(COC(CCCCN(CCCN(CCCCC(=O)OCC(CCCCCCCC)CCCCCC)CCO)CCO)=O)CCCCCCCC 2-hexyldecyl 5-{[3-({5-[(2-hexyldecyl)oxy]-5-oxopentyl}(2-hydroxyethyl)amino)propyl](2-hydroxyethyl)amino}pentanoate